3-(2-methyl-5-(4-(morpholinomethyl)phenethyl)-4-oxoquinazolin-3(4H)-yl)piperidine-2,6-dione CC1=NC2=CC=CC(=C2C(N1C1C(NC(CC1)=O)=O)=O)CCC1=CC=C(C=C1)CN1CCOCC1